Naphtho[1,2-D]Thiophene C1=CSC2=C1C1=CC=CC=C1C=C2